C(C)(C)(C)S(=O)(=O)C=1C(=CC=2N(C1)C=CN2)OCC[C@H](C)O (s)-4-((6-(tert-butylsulfonyl)imidazo[1,2-a]pyridin-7-yl)oxy)butan-2-ol